ClC=1C(=CC2=C(N(C(=N2)N2C[C@@H](C[C@H](C2)NC2=NC=C(C=N2)C(F)(F)F)F)C)C1)NC(C=C)=O N-(6-chloro-2-((3R,5R)-3-fluoro-5-((5-(trifluoromethyl)pyrimidin-2-yl)amino)piperidin-1-yl)-1-methyl-1H-benzo[d]imidazol-5-yl)acrylamide